2-[6-(azetidin-3-yl)-1-chloro-3-methylimidazo[1,5-a]pyridin-8-yl]-N-ethyl-5-fluoro-N-(isopropyl)benzamide N1CC(C1)C=1C=C(C=2N(C1)C(=NC2Cl)C)C2=C(C(=O)N(C(C)C)CC)C=C(C=C2)F